FC1([C@@H](CN(C1)C1COC1)NC1=NN2C(C(=N1)OC)=C(C=C2)C=2C=C(C1=C(N(C(=N1)C)CCF)C2)F)F (R)-N-(4,4-difluoro-1-(oxetan-3-yl)pyrrolidin-3-yl)-5-(4-fluoro-1-(2-fluoroethyl)-2-methyl-1H-benzo[d]imidazol-6-yl)-4-methoxypyrrolo[2,1-f][1,2,4]triazin-2-amine